C(C=C)N1C(C(N(C(C1CC1=CC=C(C=C1)OCC=C)=O)CC=C)CC1=CC=C(C=C1)OCC=C)=O 1,4-diallyl-3,6-bis[(4-allyloxyphenyl)methyl]piperazine-2,5-dione